ClC1=C(C=C2CN(C(C2=C1)=O)C1C(NC(CC1)=O)=O)N1CCC(CC1)CO 3-(6-Chloro-5-(4-(hydroxymethyl)piperidin-1-yl)-1-oxoisoindolin-2-yl)piperidine-2,6-dione